2-(4-chloro-3-methoxy-2-pyridyl)acetonitrile ClC1=C(C(=NC=C1)CC#N)OC